FC=1C=2C3=C(C(NC3=CC1)=O)C=C(C2)CN2C[C@H](OCC2)C 6-fluoro-4-[[(2R)-2-methylmorpholin-4-yl]methyl]-1H-benzo[cd]indol-2-one